ethyl 1-(3-bromopropyl)-4-methyl-1H-pyrrole-3-carboxylate BrCCCN1C=C(C(=C1)C)C(=O)OCC